CC=1C=C(C=CC1)NC1=CC=C(C=C1)C1=CC(=CC(=C1)C1=CC=C(C=C1)NC1=CC(=CC=C1)C)C1=CC=C(C=C1)NC1=CC(=CC=C1)C 1,3,5-tris[4-(3-methylphenylamino)phenyl]benzene